C(C)OC=1C(=NC(=C(C1)N1[C@@H](CNCC1)CC)C#N)C=1C=NC=CC1 ethoxy-5-[(2R)-2-ethylpiperazin-1-yl]-[2,3'-bipyridine]-6-carbonitrile